aminostibine N[SbH2]